2-benzyl-7-((tert-butyldimethylsilyl)oxy)-5,8-dimethyl-2,5-diazaspiro[3.4]octane-1,6-dione C(C1=CC=CC=C1)N1C(C2(C1)N(C(C(C2C)O[Si](C)(C)C(C)(C)C)=O)C)=O